ClC1=CC=C2C(=N1)SCC2 6-Chloro-2,3-dihydrothieno[2,3-b]pyridine